CC1=C(C(=NN1)C(F)(F)F)C(=O)O methyl-3-trifluoromethyl-4-pyrazolic acid